CC1CCC2CCCCC12 methyl-2,3,3a,5,6,7-hexahydro-1H-inden